The molecule is a prostaglandin carboxylic acid anion that is the conjugate base of 15-dehydro-prostaglandin A1, obtained by deprotonation of the carboxy group.; major species at pH 7.3. It derives from a prostaglandin A1(1-). It is a conjugate base of a 15-dehydroprostaglandin A1. CCCCCC(=O)/C=C/[C@H]1C=CC(=O)[C@@H]1CCCCCCC(=O)[O-]